methyl 4-amino-9-(2-((1R,3S,5R)-3-((6-bromopyridin-2-yl)carbamoyl)-5-methyl-2-azabicyclo[3.1.0]hexan-2-yl)-2-oxoethyl)-8-methoxy-9H-pyrimido[4,5-b]indole-6-carboxylate NC1=NC=NC=2N(C3=C(C=C(C=C3C21)C(=O)OC)OC)CC(=O)N2[C@@H]1C[C@@]1(C[C@H]2C(NC2=NC(=CC=C2)Br)=O)C